COC(CC[C@@H](C)[C@H]1CC[C@H]2[C@@H]3C([C@@H]([C@@H]4C[C@@H]([C@@H](C[C@]4(C)[C@H]3CC[C@]12C)F)O)CC)=O)=O methyl-2α-fluoro-3α-hydroxyl-6α-ethyl-7-oxo-5β-cholan-24-oate